2-chloro-4-[[3-(2,3-difluoro-4-methoxy-phenyl)imidazo[1,2-a]pyrazin-8-yl]amino]-N-(tetrahydrothiopyran-4-ylmethyl)benzamide ClC1=C(C(=O)NCC2CCSCC2)C=CC(=C1)NC=1C=2N(C=CN1)C(=CN2)C2=C(C(=C(C=C2)OC)F)F